2-[2-({4-[(furan-2-yl)methyl]-5-(pyridin-3-yl)-4H-1,2,4-triazol-3-yl}sulfanyl)propanamido]-4H,5H,6H-cyclopenta[b]thiophene-3-carboxamide O1C(=CC=C1)CN1C(=NN=C1C=1C=NC=CC1)SC(C(=O)NC1=C(C2=C(S1)CCC2)C(=O)N)C